3-(4,4-difluorocyclohexylidene)-6,7-difluoroindolin-2-one FC1(CCC(CC1)=C1C(NC2=C(C(=CC=C12)F)F)=O)F